4-[(E)-3-[4-Chloro-2-(pyridin-2-ylamino)phenyl]-3-oxoprop-1-enyl]benzoic acid ClC1=CC(=C(C=C1)C(/C=C/C1=CC=C(C(=O)O)C=C1)=O)NC1=NC=CC=C1